(3-acetyl-5-(2-cyclopropylpyrazolo[1,5-a]pyrimidin-6-yl)-1H-indazol-1-yl)acetic acid C(C)(=O)C1=NN(C2=CC=C(C=C12)C=1C=NC=2N(C1)N=C(C2)C2CC2)CC(=O)O